CN1N=C(C=C1)NC(C1=CC(=CC=C1)NS(=O)(=O)C1=CC=CC=C1)=O N-(1-methyl-1H-pyrazol-3-yl)-3-(phenylsulfonamido)benzamide